COC=1C=C(C=C(C1)OC)C=1C(C2=CC(=CC(=C2C1C1=CC=C(C=C1)O)OC)OC)=O 2-(3,5-dimethoxyphenyl)-3-(4-hydroxyphenyl)-4,6-di-Methoxyindenone